2-oxopyridine-3-carbonitrile O=C1NC=CC=C1C#N